C(C=1C(C(=O)OC=CCC)=CC=CC1)(=O)OOCC 2-butenyl ethoxy phthalate